ClC1=C(C=C(C=C1)C1=CN(C(C=C1)=O)C(C)C)CC(C(=O)NC1=CC=C(C=C1)N1C(=NC=C1)C)NC(OC(C)(C)C)=O tert-butyl N-[1-[[2-chloro-5-(1-isopropyl-6-oxo-3-pyridyl)phenyl]methyl]-2-[4-(2-methylimidazol-1-yl)anilino]-2-oxo-ethyl]carbamate